tetraphenyl-1,4-diaminobutan-2-ene C1(=CC=CC=C1)C(C=CC(N)(C1=CC=CC=C1)C1=CC=CC=C1)(N)C1=CC=CC=C1